C1(CC1)C([C@@H](C(=O)NC=1C(=NN(C1)[C@H](C)C1=CC=NNC1=O)F)NC(=O)C=1N(N=CC1)C(C)C)C1CC1 |&1:13| N-[(1S)-1-(dicyclopropylmethyl)-2-[[3-fluoro-1-[(1RS)-1-(6-oxo-1H-pyridazin-5-yl)ethyl]pyrazol-4-yl]amino]-2-oxo-ethyl]-2-isopropyl-pyrazole-3-carboxamide